C(C1=CC=CC=C1)NC1=NC(=NN2C1=CC=C2C2CN(CC2)CC#N)N2C(=CC=1C(=CC=CC21)C(=O)N)C 1-(4-(benzylamino)-7-(1-(cyanomethyl)pyrrolidin-3-yl)pyrrolo[2,1-f][1,2,4]triazin-2-yl)-2-methyl-1H-indole-4-carboxamide